2-(6-(phenyl-d5)dibenzo[b,d]furan-4-yl)pyridine C1(=C(C(=C(C(=C1[2H])[2H])[2H])[2H])[2H])C1=CC=CC=2C3=C(OC21)C(=CC=C3)C3=NC=CC=C3